COC1=C(C=CC=C1)S(=NC(=O)C=1C=NN(C1)C1=CC=C(C=C1)C1=NOC(=N1)C(F)(F)F)(=O)C N-((2-methoxyphenyl)(methyl)(oxo)-λ6-sulfaneylidene)-1-(4-(5-(trifluoromethyl)-1,2,4-oxadiazol-3-yl)phenyl)-1H-pyrazole-4-carboxamide